Trin-butyl-(1-ethoxyvinyl)tin C(CCC)[Sn](C(=C)OCC)(CCCC)CCCC